(1r,4r)-1-methyl-4-(2-(tetrahydro-2H-pyran-4-ylamino)-8-(2,4,6-trichlorophenylamino)-9H-purin-9-yl)cyclohexanecarboxamide CC1(CCC(CC1)N1C2=NC(=NC=C2N=C1NC1=C(C=C(C=C1Cl)Cl)Cl)NC1CCOCC1)C(=O)N